1-allyl-3-ethylimidazolium bis(trifluoromethylsulfonyl)imide [N-](S(=O)(=O)C(F)(F)F)S(=O)(=O)C(F)(F)F.C(C=C)N1C=[N+](C=C1)CC